N-(5-Bromo-2-(3-(dimethylamino)pyrrolidin-1-yl)pyridin-3-yl)methanesulfonamide BrC=1C=C(C(=NC1)N1CC(CC1)N(C)C)NS(=O)(=O)C